diethyl 2,2-dipropynylmalonate C(#CC)C(C(=O)OCC)(C(=O)OCC)C#CC